ClC1=NC(=CC(=N1)CS(=O)[O-])N1[C@H](COCC1)CC.[Na+] sodium (S)-(2-chloro-6-(3-ethylmorpholino)pyrimidin-4-yl)methanesulfinate